N1C=NC2=C1C1=C(C=C2)CC=C1 6H-cyclopenta[e]benzimidazole